N-(3-phenylazetidin-3-yl)-4-(trifluoromethoxy)benzene-sulfonamide C1(=CC=CC=C1)C1(CNC1)NS(=O)(=O)C1=CC=C(C=C1)OC(F)(F)F